BrC=1C(=C(C(=NC1)I)[N+](=O)[O-])C 5-bromo-2-iodo-4-methyl-3-nitro-pyridine